3-hydroxy-3-methyl-1-(2-methylazetidin-1-yl)butan-1-one OC(CC(=O)N1C(CC1)C)(C)C